BrC1=NNC2=NC=NC(=C21)N 3-bromo-4-aminopyrazolo[3,4-D]pyrimidine